C(C)SC1=NC(=CC(=C1C(=O)NCC1=NC(=CC=C1)F)C)N1CCOCC1 2-Ethylsulfanyl-N-[(6-fluoro-pyridin-2-yl)-methyl]-4-methyl-6-morpholin-4-yl-pyridine-3-carboxylic acid amide